FC(C1=C(C=CC(=C1)C(F)(F)F)[C@H](C)N1N=C(C(=C1)NC(=O)C=1SC(=NN1)C1=NC=CC=C1)C)(F)F (S)-N-(1-(1-(2,4-bis(trifluoromethyl)phenyl)ethyl)-3-methyl-1H-pyrazol-4-yl)-5-(pyridin-2-yl)-1,3,4-thiadiazole-2-carboxamide